BrC1=C(C2(OC=C1)NC1=C3C(=CC=C1C2)C=CC=C3)OC bromo-3'-methoxy-benzoindoline-spiropyran